O[C@H]1[C@@H]([C@@H](O[C@@H]([C@H]1O)CO)OC1=CC=C(C=C1)C(\C=C\C1=CC=CC=C1)=O)NC(C)=O N-[(2S,3S,4S,5S,6R)-4,5-Dihydroxy-6-(hydroxymethyl)-2-[4-[(E)-3-phenylprop-2-enoyl]phenoxy]oxan-3-yl]acetamide